2-[2-pyrrolidin-1-ylvinyl]pyrimidine N1(CCCC1)C=CC1=NC=CC=N1